FC(OC[C@@]1(CN(CC1)CC=1C=NC=CC1)CCC=1SC=CC1)F (S)-3-((3-((difluorometh-oxy)methyl)-3-(2-(thiophen-2-yl)ethyl)pyrrolidin-1-yl)methyl)pyridine